C(C)OC(C(C1=C2N(C(N1)=S)C[C@@H](C2)F)N2N=C1C(=C(C=C(C1=C2)Cl)Br)Cl)=O 2-(6-bromo-4,7-dichloro-2H-indazol-2-yl)-2-((R)-6-fluoro-3-thioxo-2,5,6,7-tetrahydro-3H-pyrrolo[1,2-c]Imidazol-1-yl)acetic acid ethyl ester